(2R)-2-(3-{5-chloro-2-[(oxan-4-yl)amino]pyrimidin-4-yl}-5-oxo-5H,6H,7H-pyrrolo[3,4-b]pyridin-6-yl)-N-[(1R)-1-[6-(4-methylpiperazin-1-yl)pyridin-2-yl]ethyl]propanamide ClC=1C(=NC(=NC1)NC1CCOCC1)C=1C=C2C(=NC1)CN(C2=O)[C@@H](C(=O)N[C@H](C)C2=NC(=CC=C2)N2CCN(CC2)C)C